CC1=NN2C(N(CC(C2)CNC(C=C)=O)C2=CC=C(C=C2)C(F)(F)F)=N1 N-((2-methyl-4-(4-(trifluoromethyl)phenyl)-4,5,6,7-tetrahydro-[1,2,4]triazolo[1,5-a]pyrimidin-6-yl)methyl)acrylamide